ClC1=C(C=C(C=C1)F)C1NC(C2=C1C(=CC1=CN(N=C21)C)NC(=O)OC2=CC=C(C=C2)[N+](=O)[O-])=O 4-nitrophenyl {[6-(2-chloro-5-fluorophenyl)-2-methyl-8-oxo-7,8-dihydro-6H-pyrrolo[4,3-g]indazol-5-yl]amino}methanoate